OC1CN(CCC1)C1=C(C=C(C=C1)C(F)(F)F)NS(=O)(=O)C=1C=C(C(=O)O)C=CC1OC 3-(N-(2-(3-hydroxypiperidin-1-yl)-5-(trifluoromethyl)phenyl)sulfamoyl)-4-methoxybenzoic acid